7-bromo-3-methylpyrazolo[1,5-d][1,2,4]triazin-4(5H)-one BrC1=NNC(C=2N1N=CC2C)=O